O1N=C(CC1)C(=O)[O-] 4,5-dihydroisoxazole-3-carboxylate